CS(=O)(=O)CC(=O)N 2-methylsulfonyl-acetamide